benzyl 4-[(3aS,7S,7aR)-7-azido-2,2-dimethyl-4,6,7,7a-tetrahydro-3aH-[1,3]dioxolo[4,5-c]pyridin-5-yl]-4-oxo-butanoate N(=[N+]=[N-])[C@@H]1[C@@H]2[C@H](CN(C1)C(CCC(=O)OCC1=CC=CC=C1)=O)OC(O2)(C)C